C(C)NC1=NC=C(C(=N1)N[C@@H]1CNCCC1)C1=NC2=C(N1)C=CC(=C2)N2CCN(CC2)C (S)-N2-ethyl-5-(5-(4-methylpiperazin-1-yl)-1H-benzo[d]imidazol-2-yl)-N4-(piperidin-3-yl)pyrimidine-2,4-diamine